N1=CC=C(C=C1)CCCCCCCCCCCC(=O)N 4-pyridinelauramide